C1(=CC=CC=C1)SC1=CC=C(C=C1)OC(=O)OC(=O)[O-] 4-(phenylthio)phenyldicarbonate